O=NC(=O)C1C=NN=C1 oxo-4H-pyrazole-4-carboxamide